N-(1-thia-4,7-diaza-3-indenyl)-(1R,2S,4S)-7-[3-(4-methyl-1-piperazinyl)propionyl]-7-azabicyclo[2.2.1]heptane-2-carboxamide S1C=C(C2=NC=CN=C12)NC(=O)[C@@H]1[C@H]2CC[C@@H](C1)N2C(CCN2CCN(CC2)C)=O